(4-(4-(1-((4-(4'-bromo-5'-oxo-5'H-spiro[cyclohexane-1,7'-indolo[1,2-a]quinazolin]-10'-yl)cyclohexyl)methyl)piperidine-4-carbonyl)piperazin-1-yl)-2,6-difluorophenyl)piperidine-2,6-dione BrC=1C=2C(N=C3N(C2C=CC1)C1=CC(=CC=C1C31CCCCC1)C1CCC(CC1)CN1CCC(CC1)C(=O)N1CCN(CC1)C1=CC(=C(C(=C1)F)N1C(CCCC1=O)=O)F)=O